FC(C(=O)O)(F)F.N[C@@]1(CN(C[C@H]1CCCB(O)O)S(=O)(=O)N1CCN(CC1)C)C(=O)O |r| (racemic)-trans-3-amino-4-(3-boronopropyl)-1-((4-methylpiperazin-1-yl)sulfonyl)pyrrolidine-3-carboxylic acid, 2,2,2-trifluoroacetic acid salt